1,1'-azo-bis(cyclohexane-carbonitrile) N(=NC1(CCCCC1)C#N)C1(CCCCC1)C#N